N-Tert-butoxycarbonyl-S-trityl-L-cysteine C(C)(C)(C)OC(=O)N[C@@H](CSC(C1=CC=CC=C1)(C1=CC=CC=C1)C1=CC=CC=C1)C(=O)O